C1(CCCCC1)ON1C(CC(CC1(C)C)CCCCNC1=NC(=NC(=N1)NCCCCC1CC(N(C(C1)(C)C)OC1CCCCC1)(C)C)Cl)(C)C 2,4-bis[(1-cyclohexyloxy-2,2,6,6-tetramethylpiperidin-4-yl)butylamino]-6-chloro-s-triazine